Trimellitic acid isononyl ester C(CCCCCC(C)C)OC(C=1C(C(=O)O)=CC(C(=O)O)=CC1)=O